BrC=1C(=C(OC2CCC(CC2)CC(CO)(F)F)C=CC1)C 3-((1r,4r)-4-(3-bromo-2-methylphenoxy)cyclohexyl)-2,2-difluoropropan-1-ol